(1-methylazetidin-3-yl)(piperazin-1-yl)methanone CN1CC(C1)C(=O)N1CCNCC1